NC1=C(SC(=C1)C1=CC(=CC=C1)F)C(=O)N[C@@H]1CN(CC1)C(=O)OC(C)(C)C tert-butyl (S)-3-(3-amino-5-(3-fluorophenyl)thiophene-2-carboxamido)pyrrolidine-1-carboxylate